CC=1N=CN(C1)C1=NC(=NC=C1)N 4-(4-methyl-1H-imidazol-1-yl)pyrimidin-2-amine